(E)-1-(6-(((dimethylamino)methylene)carbamoyl)pyridin-3-yl)-1H-pyrrolo[2,3-b]pyridine-5-carboxylate CN(C)\C=N\C(=O)C1=CC=C(C=N1)N1C=CC=2C1=NC=C(C2)C(=O)[O-]